N-[[6-(3-Acetylphenoxy)-2-pyridyl]sulfonyl]-2-(2,2,4-trimethylpyrrolidin-1-yl)pyridin-3-carboxamid C(C)(=O)C=1C=C(OC2=CC=CC(=N2)S(=O)(=O)NC(=O)C=2C(=NC=CC2)N2C(CC(C2)C)(C)C)C=CC1